NCCC(=O)N β-aminopropanamide